3a-(3,4-dimethoxyphenyl)-N-(1-methoxy-1-methyl-ethoxy)-1-methyl-2,3,4,5,7,7a-hexahydroindol-6-imine COC=1C=C(C=CC1OC)C12CCN(C2CC(CC1)=NOC(C)(C)OC)C